COC1=C(C=CC(=C1)CCC)OC=C(C)CCC 2-methoxy-1-((2-pentylidene)methoxy)4-propylbenzene